tert-butyl (1,3-diaminopropan-2-yl)carbamate NCC(CN)NC(OC(C)(C)C)=O